N-benzyl-5'-chloro-N-(2-hydroxyethyl)-7'-oxo-7',8'-dihydro-6'H-spiro[cyclohexane-1,9'-furo[2,3-f]quinazoline]-2'-carboxamide C(C1=CC=CC=C1)N(C(=O)C1=CC=2C(=C3C4(NC(NC3=C(C2)Cl)=O)CCCCC4)O1)CCO